(R)-N-(4-cyano-1,1-dioxidotetrahydro-2H-thiopyran-4-yl)-3-(5-(difluoromethoxy)-2-fluorophenyl)-1-(propan-2-yl-d7)-4,5,6,7-tetrahydro-1H-indazole-6-carboxamide C(#N)C1(CCS(CC1)(=O)=O)NC(=O)[C@@H]1CCC=2C(=NN(C2C1)C(C([2H])([2H])[2H])(C([2H])([2H])[2H])[2H])C1=C(C=CC(=C1)OC(F)F)F